ammonium p-toluenesulfonate C.CC1=CC=C(C=C1)S(=O)(=O)[O-]